C1CCC2=C(C=3CCCC3C=C12)NC(=S)NS(=O)(=O)C=1OC=C(C1)C(C)(C)O N-((1,2,3,5,6,7-hexahydro-s-indacen-4-yl)aminothioformyl)-4-(2-hydroxypropan-2-yl)furan-2-sulfonamide